4-(propane-1-yne-1-yl)-1-(4-(thiazol-2-yl)benzyl)-1H-indazole-7-carboxylic acid C(#CC)C1=C2C=NN(C2=C(C=C1)C(=O)O)CC1=CC=C(C=C1)C=1SC=CN1